2-((E)-3-methoxy-3-oxoprop-1-en-1-yl)-5-methylpiperidine-1-carboxylate COC(/C=C/C1N(CC(CC1)C)C(=O)[O-])=O